2-(3-Oxa-6-azabicyclo[3.1.1]heptan-6-yl)-6-methoxy-N-(5-methoxy-2-((3-methoxybicyclo[1.1.1]pentan-1-yl)carbamoyl)phenyl)benzo[d]thiazole-7-carboxamide C12COCC(N1C=1SC3=C(N1)C=CC(=C3C(=O)NC3=C(C=CC(=C3)OC)C(NC31CC(C3)(C1)OC)=O)OC)C2